C(C1=CC=CC=C1)OC=1C=C2C(=C(N(C2=CC1)CC1=CC=C(OCCCC=O)C=C1)C1=CC=C(C=C1)F)C 4-(4-((5-(Benzyloxy)-2-(4-fluorophenyl)-3-methyl-1H-indol-1-yl)methyl)-phenoxy)butanal